C(C)N1N=C(C=C1C(=O)NC1=NC2=C3C(OCC4(CC4)CN13)=CC=C2)C 1-(1-ethyl-3-methyl-1H-pyrazole-5-carboxamido)-7H,9H-6-oxa-2,9a-diazaspiro[benzo[cd]azulene-8,1'-cyclopropan]